2-(2-(cycloocta-2-yn-1-yloxy)ethoxy)ethane-1-amine C1(C#CCCCCC1)OCCOCCN